diaminomethylphenol NC(N)C1=C(C=CC=C1)O